2,3-dihydro-benzo[1,4]dioxol O1C2=C(OC1)C=CC=C2